tert-butyl (R)-3-[(1-(naphthalen-1-yl)ethyl)carbamoyl]azetidine-1-carboxylate C1(=CC=CC2=CC=CC=C12)[C@@H](C)NC(=O)C1CN(C1)C(=O)OC(C)(C)C